(R)-N-((4-(2,5-dimethyl-1H-pyrrol-1-yl)-6-(3-methylmorpholino)pyridazin-3-yl)methyl)-1H-pyrazole-5-carboxamid CC=1N(C(=CC1)C)C1=C(N=NC(=C1)N1[C@@H](COCC1)C)CNC(=O)C1=CC=NN1